bromo-2-(bromomethyl)pyrimidine methyl-3-((6-((4,4-difluorocyclohexyl)amino)-2-(methylthio)pyrimidin-4-yl)oxy)azetidine-1-carboxylate COC(=O)N1CC(C1)OC1=NC(=NC(=C1)NC1CCC(CC1)(F)F)SC.BrC1=NC(=NC=C1)CBr